O=C1NC(CCC1N1C(C2=CC=C(C=C2C1=O)N1C[C@@H](CC1)C(C(=O)NC)C)=O)=O (3S)-1-(2-(2,6-dioxopiperidin-3-yl)-1,3-dioxoisoindolin-5-yl)pyrrolidin-3-yl-N-methylpropanamide